Diisopropyl (6-((tert-butyldimethylsilyl) oxy)-5,6,7,8-tetrahydronaphthalen-2-yl) borate B(OC(C)C)(OC(C)C)OC1=CC=2CCC(CC2C=C1)O[Si](C)(C)C(C)(C)C